C(C)(C)(C)C=1C=C(C=C(C1O)C(C)(C)C)C1C(C(OC2=CC(=CC=C12)OC)(O)C1=CC=CC=C1)(F)F 4-(3,5-di-tert-butyl-4-hydroxyphenyl)-3,3-difluoro-7-methoxy-2-phenylchroman-2-ol